8,8'-(((1-(hydroxymethyl)cyclobutyl)methyl)azanediyl)bis(N,N-didecyloctanamide) OCC1(CCC1)CN(CCCCCCCC(=O)N(CCCCCCCCCC)CCCCCCCCCC)CCCCCCCC(=O)N(CCCCCCCCCC)CCCCCCCCCC